3-(4,4-difluorocyclohexyl)-7-[5-(difluoromethyl)-1,3,4-oxadiazol-2-yl]-3,4-dihydrophthalazin-1(2H)-one FC1(CCC(CC1)N1NC(C2=CC(=CC=C2C1)C=1OC(=NN1)C(F)F)=O)F